tert-butyl (1-(3-bromo-4-fluorophenyl)cyclobutyl)carbamate BrC=1C=C(C=CC1F)C1(CCC1)NC(OC(C)(C)C)=O